NC=1C=CC=C2C=NN(C12)C 7-amino-1-methylindazole